3-(ethoxymethoxy)-4-(3-((cis-3-hydroxy-3-methylcyclobutyl)amino)-5-methyl-1,2,4-triazine-6-yl)benzaldehyde C(C)OCOC=1C=C(C=O)C=CC1C1=C(N=C(N=N1)NC1CC(C1)(C)O)C